diethyl [6-(difluoromethoxy)pyridin-3-yl]propanedioate FC(OC1=CC=C(C=N1)C(C(=O)OCC)C(=O)OCC)F